C=1(C(=CC=CC1)CC=CC(=O)N)CC=CC(=O)N xylylenebisacrylamide